N-(tert-butyl)-2-(methyl(2-(5-(2-((tetrahydro-2H-pyran-2-yl)oxy)ethyl)pyridin-2-yl)-6,7-dihydro-5H-cyclopenta[d]pyrimidin-4-yl)amino)acetamide C(C)(C)(C)NC(CN(C=1C2=C(N=C(N1)C1=NC=C(C=C1)CCOC1OCCCC1)CCC2)C)=O